O1COC(=C1)S(=O)(=O)N [1,3]dioxol-4-sulfonamide